6-[8-[[2-[(2R)-azetidin-2-yl]-8-fluoro-6,7-dihydro-5H-cyclopenta[f][1,3]benzoxazol-6-yl]methyl]-2-oxo-1-oxa-3,8-diazaspiro[4.5]decan-3-yl]-4H-pyrazino[2,3-b][1,4]oxazin-3-one N1[C@H](CC1)C=1OC2=C(N1)C=C1C(=C2F)CC(C1)CN1CCC2(CN(C(O2)=O)C2=NC3=C(OCC(N3)=O)N=C2)CC1